OC(CN(C(C=C)=O)CC(COCCC[Si](C)(C)C(C)(C)C)O)COCCC[Si](C)(C)C(C)(C)C N,N-bis[2-hydroxy-3-(3-(t-butyldimethylsilyl)propyloxy)propyl]acrylamide